F[P-](F)(F)(F)(F)F.C(CCCCCCCCCCCCCCC)[N+](C)(C)C Hexadecyl-trimethyl-ammonium hexafluorophosphate